FC1=CC=CC2=C1N=C(S2)[C@H]2N(CCC1=C2N=CN1)C(=O)C=1OC(=NN1)C1=NC=CC=C1F (S)-(4-(4-fluorobenzo[d]thiazol-2-yl)-6,7-dihydro-1H-imidazo[4,5-c]pyridin-5(4H)-yl)(5-(3-fluoropyridin-2-yl)-1,3,4-oxadiazol-2-yl)methanone